S1C(=NC2=C1C=CC=C2)NC(=O)C=2C=CC(=C1CCN(CC21)C2=CC=C(C(=N2)C(=O)OCC)Br)OCC2=CC=CC=C2 ethyl 6-[8-(1,3-benzothiazol-2-ylcarbamoyl)-5-benzyloxy-3,4-dihydro-1H-isoquinolin-2-yl]-3-bromo-pyridine-2-carboxylate